2-[1-[(2,3-difluorophenyl)methyl]-5-oxopyrrolidin-2-yl]-N-(4-methyl-1,2,5-oxadiazol-3-yl)acetamid FC1=C(C=CC=C1F)CN1C(CCC1=O)CC(=O)NC1=NON=C1C